CO[Al](OC1=C(C=C(C=C1C(C)(C)C)C)C(C)(C)C)OC1=C(C=C(C=C1C(C)(C)C)C)C(C)(C)C.[Al] aluminum methoxybis(2,6-di-tert-butyl-4-methylphenoxy)aluminum